2-Ethylhexyl-aminomethyl-phosphonic acid diethyl ester C(C)OP(OCC)(=O)C(N)CC(CCCC)CC